(4aS,8aS)-7-[3-[[2-fluoro-4-(trifluoromethyl)phenyl]methoxy]azetidine-1-carbonyl]-4-hydroxy-1,3,4,4a,5,6,8,8a-octahydro-1,7-naphthyridin-2-one FC1=C(C=CC(=C1)C(F)(F)F)COC1CN(C1)C(=O)N1CC[C@@H]2C(CC(N[C@@H]2C1)=O)O